8-bromo-6-methoxyquinoline-3-carboxylic acid BrC=1C=C(C=C2C=C(C=NC12)C(=O)O)OC